NCCCCC=1C=C(C(=CC1)O)O 4-(4-aminobutyl)benzene-1,2-diol